5-(5-(6-isopropyl-2,6-diazaspiro[3.3]heptan-2-yl)-1H-benzo[d]imidazol-2-yl)-3-methoxybenzene-1,2-diol C(C)(C)N1CC2(CN(C2)C2=CC3=C(NC(=N3)C3=CC(=C(C(=C3)O)O)OC)C=C2)C1